2-[2-(tert-butyldimethylsiloxy)ethoxy]Ethylamine O([Si](C)(C)C(C)(C)C)CCOCCN